N-(4-(4-((3-((2,6-dioxopiperidin-3-yl)amino)benzyl)(methyl)amino)piperidin-1-yl)-3-(trifluoromethyl)phenyl)-3-(imidazo[1,2-b]pyridazin-3-ylethynyl)-4-methylbenzamide O=C1NC(CCC1NC=1C=C(CN(C2CCN(CC2)C2=C(C=C(C=C2)NC(C2=CC(=C(C=C2)C)C#CC2=CN=C3N2N=CC=C3)=O)C(F)(F)F)C)C=CC1)=O